C1=CC(=C(C=C1[NH3+])Cl)[NH3+] The molecule is an organic cation obtained by protonation of the two amino groups of 2-chloro-1,4-phenylenediamine. It is an ammonium ion derivative and an organic cation. It is a conjugate acid of a 2-chloro-1,4-phenylenediamine.